(S) and (R)-isobutyl-succinonitrile C(C(C)C)[C@H](C#N)CC#N |r|